octadeca-9,15-dienoic acid C(CCCCCCCC=CCCCCC=CCC)(=O)O